D-3,5-diiodo-tyrosine IC=1C=C(C[C@@H](N)C(=O)O)C=C(C1O)I